butyl 5-oxa-2,7-diazaspiro[3.4]octane-2-carboxylate C1N(CC12OCNC2)C(=O)OCCCC